D(-)-Threose C1[C@H]([C@@H](C(O1)O)O)O